(R)-N-(5-((6-(3-(3-(3,5-difluoro-phenoxy)phenyl)-isoxazolidin-2-yl)-pyrimidin-4-yl)-amino)-4-meth-oxy-2-(4-methyl-piperazin-1-yl)-phenyl)acrylamide FC=1C=C(OC=2C=C(C=CC2)[C@@H]2N(OCC2)C2=CC(=NC=N2)NC=2C(=CC(=C(C2)NC(C=C)=O)N2CCN(CC2)C)OC)C=C(C1)F